(E)-3-phenylethyl-5-(phenyl-(benzoyl)methylene)oxazolidine-2,4-dione C1(=CC=CC=C1)CCN1C(O/C(/C1=O)=C(/C(C1=CC=CC=C1)=O)\C1=CC=CC=C1)=O